CC1N(CC2=CC=C3C(=C2C1)OC(N3)=O)CC(F)(F)F 8-methyl-7-(2,2,2-trifluoroethyl)-6,7,8,9-Tetrahydrooxazolo[5,4-f]isoquinolin-2(3H)-one